C(\C=C\C=1C(O)=CC(O)=CC1)(=O)O Umbellic acid